bis(N,N-diethyl-aminoethyl)-adipate C(C)N(CC)CCOC(CCCCC(=O)OCCN(CC)CC)=O